N-[1-[1-[4-[(5-cyclopropyl-1H-pyrazol-3-yl)amino]pyrimidin-2-yl]-3-piperidinyl]-1-methyl-ethyl]carbamic acid tert-butyl ester C(C)(C)(C)OC(NC(C)(C)C1CN(CCC1)C1=NC=CC(=N1)NC1=NNC(=C1)C1CC1)=O